C1(=CC=CC2=CC3=CC=CC=C3C=C12)S(=O)(=O)[O-] Anthracenesulfonate